N-(1-(2,4-bis(trifluoromethyl)benzyl)-1H-pyrazol-4-yl)-4-methyl-5-(pyridin-2-yl)isoxazole FC(C1=C(CN2N=CC(=C2)N2OC(=C(C2)C)C2=NC=CC=C2)C=CC(=C1)C(F)(F)F)(F)F